FC1=C(C=CC(=C1C(F)(F)F)F)C=1N=C(SC1)NC(CC1=CSC=2N(C(N(C(C21)=O)C)=O)C)=O N-{4-[2,4-difluoro-3-(trifluoromethyl)phenyl]-1,3-thiazol-2-yl}-2-(1,3-dimethyl-2,4-dioxo-1,2,3,4-tetrahydrothieno[2,3-d]pyrimidin-5-yl)acetamide